O=C(CNC(=O)C1=NNC(=C1)C1=CC=CC=C1)N1CCC(CC1)OC=1C=C(C=CC1)C 5-Phenyl-1H-pyrazole-3-carboxylic acid [2-oxo-2-(4-m-tolyloxy-piperidin-1-yl)-ethyl]-amide